BrC1=CC=CC2=CC=CC=C12 α-Bromonaphthalene